4-(5-(hydroxymethyl)-3-iodo-1-(tetrahydro-2H-pyran-2-yl)-1H-pyrazolo[3,4-b]pyrazine-6-yl)-N-(3-methoxyphenyl)piperazine-1-carboximidamide OCC=1N=C2C(=NC1N1CCN(CC1)C(NC1=CC(=CC=C1)OC)=N)N(N=C2I)C2OCCCC2